5-fluoro-6-(2-methoxyethoxy)-3-(3-{4-[(2,2,3,3,5,5,6,6-2H8)piperazine-1-carbonyl]phenyl}-1,2-oxazol-5-yl)-1H-indazole hydrochloride Cl.FC=1C=C2C(=NNC2=CC1OCCOC)C1=CC(=NO1)C1=CC=C(C=C1)C(=O)N1C(C(NC(C1([2H])[2H])([2H])[2H])([2H])[2H])([2H])[2H]